C(C)(C)(C)OC(=O)N1CCC(=CC1)C1=C(C=C(C=C1)NC(=O)C1=CC=C(S1)C=1CCN(CC1)C(=O)OC(C)(C)C)F tert-butyl 4-(5-((4-(1-(tert-butoxycarbonyl)-1,2,3,6-tetrahydropyridin-4-yl)-3-fluorophenyl)carbamoyl)thiophen-2-yl)-3,6-dihydropyridine-1(2H)-carboxylate